methyl 3-(N-(4-chloro-6-(o-tolyl)pyrimidin-2-yl)sulfamoyl)benzoate ClC1=NC(=NC(=C1)C1=C(C=CC=C1)C)NS(=O)(=O)C=1C=C(C(=O)OC)C=CC1